FC1(CC(C1)C(=O)NN)F 3,3-difluorocyclobutanecarboxylic acid hydrazide